N-[[4-(2-amino-2-oxo-ethoxy)-2-pyrazol-1-yl-phenyl]methyl]-7-(4-bromo-3-chloro-benzoyl)-3-oxo-2-[4-(2,2,2-trifluoroethoxy)phenyl]-6,8-dihydro-5H-imidazo[1,5-a]pyrazine-1-carboxamide NC(COC1=CC(=C(C=C1)CNC(=O)C=1N(C(N2C1CN(CC2)C(C2=CC(=C(C=C2)Br)Cl)=O)=O)C2=CC=C(C=C2)OCC(F)(F)F)N2N=CC=C2)=O